4-chloro-2-fluoro-6-(4,4,5,5-tetramethyl-1,3,2-dioxaborolan-2-yl)aniline ClC1=CC(=C(N)C(=C1)B1OC(C(O1)(C)C)(C)C)F